4-(2-ethoxy-2-oxoethyl)-4-methylmorpholin-4-ium bromide [Br-].C(C)OC(C[N+]1(CCOCC1)C)=O